1-[3,5-Diethoxy-4-(Methanesulfonyl)Phenyl]Ethan-1-One C(C)OC=1C=C(C=C(C1S(=O)(=O)C)OCC)C(C)=O